tert-butyl 3-(4-(2-hydroxyethoxy)pyridin-3-yl)azetidine-1-carboxylate OCCOC1=C(C=NC=C1)C1CN(C1)C(=O)OC(C)(C)C